ClC=1C(=C(C(=C(C1C)C=O)O)C/C=C(/[C@@H](C[C@@]1([C@H](C(CC[C@H]1C)=O)C)C)OC(CCC)=O)\C)O.CCC(=O)C=1OC=CC1 methyl-furan-2-yl-ethan-1-one (R,E)-5-(3-chloro-5-formyl-2,6-dihydroxy-4-methylphenyl)-3-methyl-1-((1S,2R,6R)-1,2,6-trimethyl-3-oxocyclohexyl)pent-3-en-2-yl-butyrate